N-(4-(7-(azetidin-3-yloxy)-6-methoxyquinazolin-4-yl)phenyl)-2-(4-(trifluoromethyl)phenyl)acetamide N1CC(C1)OC1=C(C=C2C(=NC=NC2=C1)C1=CC=C(C=C1)NC(CC1=CC=C(C=C1)C(F)(F)F)=O)OC